(1-methylpiperidin-4-yl)(7-(pyridin-4-yl)-3,4-dihydrobenzo[4,5]imidazo[1,2-a]pyrazin-2(1H)-yl)methanone CN1CCC(CC1)C(=O)N1CC=2N(CC1)C1=C(N2)C=CC(=C1)C1=CC=NC=C1